7-(4-(isopropylamino)-5-(5-(6-(4-methylpiperazine-1-carbonyl)-3,6-diazabicyclo[3.1.1]hept-3-yl)-1,3,4-thiadiazol-2-yl)pyridin-2-yl)pyrrolo[1,2-b]pyridazine-3-carbonitrile C(C)(C)NC1=CC(=NC=C1C=1SC(=NN1)N1CC2N(C(C1)C2)C(=O)N2CCN(CC2)C)C2=CC=C1N2N=CC(=C1)C#N